7-(4-Aminopiperidin-1-yl)-4-(3-hydroxy-4-methoxyphenyl)-1H-pyrazolo[3,4-c]pyridine NC1CCN(CC1)C=1N=CC(=C2C1NN=C2)C2=CC(=C(C=C2)OC)O